(8-(5-amino-1,3,4-oxadiazol-2-yl)-2-((S)-2,2-dimethylcyclopropane-1-carbonyl)-2,6-diazaspiro[3.4]octan-6-yl)(1-benzyl-1H-pyrazol-4-yl)methanone NC1=NN=C(O1)C1CN(CC12CN(C2)C(=O)[C@@H]2C(C2)(C)C)C(=O)C=2C=NN(C2)CC2=CC=CC=C2